2-[(5-{[2-(difluoromethyl)phenyl]methoxy}-2-methylpyrazolo[1,5-a]pyridin-3-yl)formamido]-3-hydroxy-2-methylpropanamide FC(C1=C(C=CC=C1)COC1=CC=2N(C=C1)N=C(C2C(=O)NC(C(=O)N)(CO)C)C)F